N1(CCCCCC1)CC1=CC=C(C=C1)CN (4-(azepan-1-ylmethyl)phenyl)methylamine